C1(CCCC1)NC1CN(CC1)C(=O)C=1C=C(CC2=NNC(C3=CC=CC=C23)=O)C=CC1F 4-(3-(3-(cyclopentylamino)pyrrolidine-1-carbonyl)-4-fluorobenzyl)phthalazine-1(2H)-one